Cl.Cl.NCCCN1C(CCCC1)CCNC1=CC(=NC2=CC=CC=C12)C1=CC=C(C=C1)OC N-(2-(1-(3-aminopropyl)piperidin-2-yl)ethyl)-2-(4-methoxyphenyl)quinolin-4-amine dihydrochloride